2-chloro-4-((5-cyclopropyl-3-(2,6-dichlorophenyl)isoxazol-4-yl)methoxy)benzaldehyde ClC1=C(C=O)C=CC(=C1)OCC=1C(=NOC1C1CC1)C1=C(C=CC=C1Cl)Cl